C1(=CC=CC=C1)[C@H]1N(OCC1)C1=NC(=NC=C1C(F)(F)F)NC=1C=C2CCNCC2=CC1 (S)-N-(4-(3-phenylisoxazolidin-2-yl)-5-(trifluoromethyl)pyrimidin-2-yl)-1,2,3,4-tetrahydroisoquinolin-6-amine